myristamidopropyl-DIMETHYLAMINE C(CCCCCCCCCCCCC)(=O)NCCCN(C)C